N,N-di(3-aminopropyl)ethylethylamine NCCCN(CCCN)C(C)CC